fluorophospholine FC1=PCCC1